CC1=NN(C=C1)CCN 2-(3-methyl-1H-pyrazol-1-yl)ethan-1-amine